sodium trimethylolglycine C(O)C(N(CO)CO)C(=O)O.[Na]